ClC1=C(C=CC=C1)N1C(N=C(C2=CC=C(C=C12)C1CC1)NCCS(=O)(=O)NC)=O 2-((1-(2-chlorophenyl)-7-cyclopropyl-2-oxo-1,2-dihydroquinazolin-4-yl)amino)-N-methylethane-1-sulfonamide